C(C)(C)(C)C=1C(=C(C=C(C1)OCCCOC(C(=C)C)=O)N1N=C2C(=N1)C=CC(=C2)Cl)O 2-(3'-tert-butyl-2'-hydroxy-5'-(3''-methacryloyloxypropoxy)phenyl)-5-chloro-2H-benzotriazole